C1N(CCC2=CC=CC=C12)C[C@H](CN1CCOC2=C(C1=O)C=CC(=C2)OCC2CN(CC2)C)O 4-[(2R)-3-(3,4-dihydro-1H-isoquinolin-2-yl)-2-hydroxy-propyl]-8-[(1-methylpyrrolidin-3-yl)methoxy]-2,3-dihydro-1,4-benzoxazepin-5-one